1-(4-bromobutanoyl)-4-(2-pyrimidinyl)-piperazine BrCCCC(=O)N1CCN(CC1)C1=NC=CC=N1